tert-butyl 3-(4-chloropyrido[3,2-d]pyrimidin-6-yl)-3,6-diazabicyclo[3.1.1]heptane-6-carboxylate ClC=1C2=C(N=CN1)C=CC(=N2)N2CC1N(C(C2)C1)C(=O)OC(C)(C)C